9,10-didehydroanthracene C1=CC2=C=C3C=CC=CC3=C=C2C=C1